3-((difluoromethoxy)methyl)isoxazole-4-carboxylic acid FC(OCC1=NOC=C1C(=O)O)F